NC=1C(=C(C=C2C=C(N=CC12)NC(=O)[C@H]1[C@@H](C1)C#N)C=1C=NC=CC1C)F |r| (±)-trans-N-[8-amino-7-fluoro-6-(4-methyl-3-pyridyl)-3-isoquinolyl]-2-cyano-cyclopropanecarboxamide